IC(CC)=C(C1=CC=C(C=C1)C)C1=CC=C(C=C1)C 3-iodo-4,4-di-p-tolylbut-3-en